FC([C@@H](C1=CC=C(C=C1)F)N1N=CC(=C1)C1=NC(=NC=C1)C=1C=C(C=2N(C1)N=C(N2)N)F)(C)F (R)-6-(4-(1-(2,2-difluoro-1-(4-fluorophenyl)propyl)-1H-pyrazol-4-yl)pyrimidin-2-yl)-8-fluoro-[1,2,4]-triazolo[1,5-a]-pyridin-2-amine